2-(8-isopropyl-5-oxothieno[3',2':4,5]pyrrolo[1,2-d][1,2,4]triazin-6(5H)-yl)-N-(2-methoxypyridin-4-yl)acetamide C(C)(C)C1=NN(C(C=2N1C1=C(C2)C=CS1)=O)CC(=O)NC1=CC(=NC=C1)OC